ethyl-5-bromo-2-fluorobenzylamine C(C)NCC1=C(C=CC(=C1)Br)F